FC1=CC=C2C(=CNC2=C1)C=1C=C(SC1)C(CC(=O)OC)=O Methyl 3-(4-(6-fluoro-1H-indol-3-yl)thiophen-2-yl)-3-oxopropanoate